NC=1C=NN(C1)C1CCN(CC1)C(C)=O (4-(4-amino-1H-pyrazol-1-yl)piperidin-1-yl)ethanone